C1(=CC=CC=C1)C1(C(C=CC=C1)C1CCCCC1)CC 1-Phenyl-2-cyclohexyl-phenylethane